3,5-difluoro-4-hydroxy-N-({(1r,4r)-4-[6-(5-methylpyridin-3-yl)-2H-indazol-2-yl]cyclohexyl}methyl)benzamide, trifluoroacetate salt FC(C(=O)O)(F)F.FC=1C=C(C(=O)NCC2CCC(CC2)N2N=C3C=C(C=CC3=C2)C=2C=NC=C(C2)C)C=C(C1O)F